C(#N)C1(CC1)C=1C=C(C(=O)OC)C=C(C1)OC(F)F methyl 3-(1-cyanocyclopropyl)-5-(difluorometh-oxy)benzoate